N-(5-(4-(5-chloro-3-methyl-2-oxo-2,3-dihydro-1H-benzo[d]imidazole-1-yl)pyrimidin-2-ylamino)-2-((2-(dimethylamino)ethyl)(methyl)amino)-4-methoxyphenyl)acrylamide hydrochloride Cl.ClC1=CC2=C(N(C(N2C)=O)C2=NC(=NC=C2)NC=2C(=CC(=C(C2)NC(C=C)=O)N(C)CCN(C)C)OC)C=C1